NC=1C(=C(C=C2C=C(N=CC12)NC(O[C@H]1COCC1)=O)C=1C(=C2C(=NC1)CCC2O)C)F (R)-tetrahydrofuran-3-yl (8-amino-7-fluoro-6-(5-hydroxy-4-methyl-6,7-dihydro-5H-cyclopenta[b]pyridin-3-yl)isoquinolin-3-yl)carbamate